3-[7-(difluoromethyl)-6-(1-methylpyrazol-4-yl)-3,4-dihydro-2H-quinolin-1-yl]-1-(4-piperidyl)-6,7-dihydro-4H-pyrazolo[4,3-c]pyridin-5-ylethanone FC(C1=C(C=C2CCCN(C2=C1)C1=NN(C2=C1CN(CC2)C(C)=O)C2CCNCC2)C=2C=NN(C2)C)F